C(=O)(O)C(C(=O)O)N[C@@H](CCC(N)=O)C(=O)[O-].[NH4+] ammonium dicarboxymethylglutaminate